ON1[C@@H]2CC[C@H](N(C1=O)C2)C(NC(=O)C2CCN(CC2)C)=N N-(((2S,5R)-6-hydroxy-7-oxo-1,6-diazabicyclo[3.2.1]octan-2-yl)(imino)methyl)-1-methylpiperidine-4-carboxamide